N1=NN=C2N=CNC2=C1 aza-purine